C1(=CC=CC=C1)C=C(C(CCC)=O)Br 1-Phenyl-2-bromo-1-hexen-3-one